C(C=C)(=O)NC(C(C)C)S(=O)(=O)OCCCCCCCCCC=S(=O)=O acrylamido-2-methylpropanesulfonic acid, 10-sulfonyldecyl ester